N-(5-acetamido-2-methoxyphenyl)-3-(indolin-1-ylsulfonyl)benzamide C(C)(=O)NC=1C=CC(=C(C1)NC(C1=CC(=CC=C1)S(=O)(=O)N1CCC2=CC=CC=C12)=O)OC